C(#N)C=1N(C2=C(C=CC=C2C1)F)CCNC1=CC(=NC=N1)C1=CC(=CS1)F 5-{6-[2-(2-Cyano-7-fluoro-indol-1-yl)-ethylamino]-pyrimidin-4-yl}-3-fluoro-thiophen